C(C1=CC=CC=C1)[C@@](C(=O)NC=1C=NC2=C(C=CC=C2C1C)F)(CC(C)C)Cl (2R)-2-benzyl-2-chloro-N-(8-fluoro-4-methyl-3-quinolyl)-4-methyl-pentanamide